2-(methylthio)-9-(tetrahydro-2H-pyran-4-yl)-7,9-dihydro-8H-purine CSC1=NC=C2NCN(C2=N1)C1CCOCC1